COC=1C=C(C(=O)NC)C=CC1NCC#CC1=C(C2=C(S1)C(=CC=C2)NC2CCN(CC2)C)CC(F)(F)F 3-methoxy-N-methyl-4-((3-(7-((1-methylpiperidin-4-yl)amino)-3-(2,2,2-trifluoroethyl)benzo[b]thiophen-2-yl)prop-2-yn-1-yl)amino)benzamide